1-(tert-butyl) 2-methyl (2R,5S)-5-(2-hydroxyethyl)pyrrolidine-1,2-dicarboxylate OCC[C@@H]1CC[C@@H](N1C(=O)OC(C)(C)C)C(=O)OC